cyclopentenal C1(=CCCC1)C=O